4,5-DIFLUORO-2-NITROPHENYLBORONIC ACID FC1=CC(=C(C=C1F)B(O)O)[N+](=O)[O-]